C(#N)C1=NC=CC(=C1)C1=C(C(=CC=C1)C(C)C)NC(=O)C1=NN2C(OCCC2)=C1S(=O)(N)=N ((2-(2-cyanopyridin-4-yl)-6-isopropylphenyl)carbamoyl)-6,7-dihydro-5H-pyrazolo[5,1-b][1,3]oxazine-3-sulfonimidamide